4-(2-Isocyanovinyl)benzene-1,2-diol [N+](#[C-])C=CC=1C=C(C(=CC1)O)O